(R)-2-(5-amino-2-(furan-2-yl)-7H-pyrazolo[4,3-e][1,2,4]triazolo[1,5-c]pyrimidin-7-yl)-2-phenyl-N-((6-(trifluoromethyl)pyridin-2-yl)methyl)propionamide NC1=NC2=C(C=3N1N=C(N3)C=3OC=CC3)C=NN2[C@](C(=O)NCC2=NC(=CC=C2)C(F)(F)F)(C)C2=CC=CC=C2